C(C)O[Si](CCCOCC1(COC1)CC)(OCC)OCC Triethoxy-[3-[(3-ethyloxetan-3-yl)methoxy]propyl]silane